(6aR)-9-(((R)-sec-butyl)carbamoyl)-7-methyl-4,6,6a,7,8,9-hexahydroindolo[4,3-fg]quinoline 7-oxide [C@@H](C)(CC)NC(=O)C1C[N+]([C@@H]2CC=3C4=C(C2=C1)C=CC=C4NC3)(C)[O-]